C(CC(=O)[O-])(=O)OC(C1=CC=C(C=C1)C)NC1=CC=C(C=C1)S(NC1=NSC(=C1)C)(=O)=O (((4-(N-(5-methylisothiazol-3-yl) sulfamoyl) phenyl) amino) (p-tolyl) methyl) malonate